CC1=NC=CC2=C(C=CC=C12)N1C[C@@H]([C@H](C1)C1=CC=C(C=C1)C(F)(F)F)C(=O)O (3R,4S)-N-(1-methylisoquinolin-5-yl)-4-[4-(trifluoromethyl)phenyl]Pyrrolidine-3-carboxylic acid